1-(3-fluoro-5-(trifluoromethyl)phenyl)-3-(2-(1-methyl-1H-imidazo[1,2-b]pyrazole-7-carbonyl)-2-azaspiro[3.3]heptan-6-yl)urea FC=1C=C(C=C(C1)C(F)(F)F)NC(=O)NC1CC2(CN(C2)C(=O)C2=C3N(N=C2)C=CN3C)C1